2,6-diisopropyl-phenylacetylene C(C)(C)C1=C(C(=CC=C1)C(C)C)C#C